methyl (2S)-3-tert-butoxy-2-(methylamino)propanoate C(C)(C)(C)OC[C@@H](C(=O)OC)NC